C(C1=CC=CC=C1)OC([C@@H](NC(=O)C1(CCCCC1)CO)COCC1=CC=CC=C1)=O O-benzyl-N-(1-(hydroxymethyl)cyclohexane-1-carbonyl)-L-serine benzyl ester